[Na].NCCNCC N-(2-aminoethyl)-aminoethane sodium